ClC=1C(=C(C(=C(C1)C(C)N1N=C(C=2C1=NC=NC2N)C)OC)C2CN(C2)C(CF)C)C 1-(1-{5-chloro-3-[1-(2-fluoro-1-methylethyl)azetidin-3-yl]-2-methoxy-4-methylphenyl}ethyl)-3-methyl-1H-pyrazolo[3,4-d]pyrimidin-4-amine